N-(7-chloro-1-methyl-1,2,3,4-tetrahydro-1,8-naphthyridin-4-yl)-2-methylpropane-2-sulfinamide ClC1=CC=C2C(CCN(C2=N1)C)NS(=O)C(C)(C)C